3-(((2,5-bis(trifluoromethyl)pyrazolo[1,5-a]pyrimidin-7-yl)amino)methyl)-3-(6-methylpyridin-3-yl)azetidine-1-sulfonamide FC(C1=NN2C(N=C(C=C2NCC2(CN(C2)S(=O)(=O)N)C=2C=NC(=CC2)C)C(F)(F)F)=C1)(F)F